The molecule is a very long-chain omega-3 fatty acid that is triacontapentaenoic acid having five double bonds located at positions 15, 18, 21, 24 and 27 (the 15Z,18Z,21Z,24Z,27Z-isomer). It is an omega-3 fatty acid and a triacontapentaenoic acid. It is a conjugate acid of a (15Z,18Z,21Z,24Z,27Z)-triacontapentaenoate. CC/C=C\\C/C=C\\C/C=C\\C/C=C\\C/C=C\\CCCCCCCCCCCCCC(=O)O